4-chloro-N-(4-(4-(4-methoxyphenyl)piperazin-1-yl)quinolin-3-yl)-benzamide ClC1=CC=C(C(=O)NC=2C=NC3=CC=CC=C3C2N2CCN(CC2)C2=CC=C(C=C2)OC)C=C1